FC(CN1C(=NC=2C1=NC(=CC2)C=2C=CN1N=C(N=CC12)N[C@H]1[C@@H](COCC1)O)C)F (3S,4R)-4-((5-(3-(2,2-difluoroethyl)-2-methyl-3H-imidazo[4,5-b]pyridin-5-yl)pyrrolo[2,1-f][1,2,4]triazin-2-yl)amino)tetrahydro-2H-pyran-3-ol